1-Ethylpyridine C(C)N1CC=CC=C1